C(C)(C)(C)OC(CC1(CC2=CC=CC=C2C1)C(NCC=1SC2=C(N1)C=C(C(=C2)OC)OC)=O)=O (2-(((5,6-dimethoxybenzo[d]thiazol-2-yl)methyl)carbamoyl)-2,3-dihydro-1H-inden-2-yl)acetic acid tert-butyl ester